C1(CCCCC1)NS(O)(=O)=O (8S,9R)-(1S,2S)-cyclohexyl-sulfamic acid